ClC=1C(=C(C=CC1)C(CC(=O)OC)C1=CC2=CC(=CC=C2C=C1)OCC(=O)NC1CCCCC1)C Methyl 3-(3-chloro-2-methylphenyl)-3-(7-(2-(cyclohexylamino)-2-oxoethoxy)naphthalen-2-yl)propanoate